1-(3-(7-(3-hydroxynaphthalen-1-yl)-3H-imidazo[4,5-c]pyridin-2-yl)azetidin-1-yl)prop-2-en-1-one OC=1C=C(C2=CC=CC=C2C1)C=1C2=C(C=NC1)NC(=N2)C2CN(C2)C(C=C)=O